C1=CC=CC=2C3=CC=CC=C3N(C12)C=O carbazole-9-carbaldehyde